(E)-N-((3S,4R)-3-hydroxy-2,2-dimethyl-8-oxo-2,3,4,8-tetrahydropyrano[3,2-g]chromen-4-yl)-3-(pyridin-2-yl)acrylamide O[C@@H]1C(OC2=CC3=C(C=C2[C@H]1NC(\C=C\C1=NC=CC=C1)=O)C=CC(O3)=O)(C)C